copper (II) acetate (sulfate) S(=O)(=O)([O-])[O-].C(C)(=O)O.[Cu+2]